6-bromo-1H-pyrazolo[3,4-b]pyridin-3-amine BrC1=CC=C2C(=N1)NN=C2N